C(CCC)C(CC(=O)O)CCCCCC 3-butyl-nonanoic acid